2,6-dihydroxy-3-methoxybenzoate OC1=C(C(=O)[O-])C(=CC=C1OC)O